C(#N)C1=C(C=CC=C1NC(=O)C=1N(C2=C(CNCC2)N1)C)C1=C(C(=CC=C1)OC)F N-(2-cyano-2'-fluoro-3'-methoxybiphenyl-3-yl)-1-methyl-4,5,6,7-tetrahydro-1H-imidazo[4,5-c]pyridine-2-carboxamide